O[C@H]1C[C@@H](O[C@@H]1CO)N1C(NC(C(=C1)C#CCCNC(/C=C/C(=O)OC)=O)=O)=O methyl (E)-4-((4-(1-((2R,4S,5R)-4-hydroxy-5-(hydroxymethyl)tetrahydrofuran-2-yl)-2,4-dioxo-1,2,3,4-tetrahydropyrimidin-5-yl)but-3-yn-1-yl)amino)-4-oxobut-2-enoate